ON1C(OC(C1O)O)C(=O)O 3,4,5-trihydroxy-oxazolidine-2-carboxylic acid